ClC=1C2=CC=C(C3=CC=C4C(=CC=C(C1)C4=C32)C3=CC=CC=2C4=CC=CC=C4C(C32)(C)C)C3=CC=CC=2C4=CC=CC=C4C(C32)(C)C 4-chloro-1,8-bis(9,9-dimethyl-9H-fluoren-1-yl)pyrene